3-phenylpropynoic acid amide C1(=CC=CC=C1)C#CC(=O)N